(4-(4-chloro-3-trifluoromethylphenoxy)-2,5-dimethylphenyl)-N-ethyl-N-methylmethacrylamidine ClC1=C(C=C(OC2=CC(=C(C=C2C)C=C(C(=N)N(C)CC)C)C)C=C1)C(F)(F)F